C(C)(C)C1=C(NC2=CC=C(C=C12)C1CCC(CC1)N1[C@@H](CCC1)C(=O)N)C=1C=C(C=2N(C1)N=CN2)OC (S)-1-(4-(3-isopropyl-2-(8-methoxy-[1,2,4]triazolo[1,5-a]pyridin-6-yl)-1H-indol-5-yl)cyclohexyl)pyrrolidine-2-carboxamide